N-cyclobutyl-2-(1-methylpiperidin-4-yl)benzo[d]thiazole-6-carboxamide C1(CCC1)NC(=O)C1=CC2=C(N=C(S2)C2CCN(CC2)C)C=C1